3-(2-cyclopentyl-2-hydroxy-2-phenylethoxy)quinuclidine hydrochloride Cl.C1(CCCC1)C(COC1CN2CCC1CC2)(C2=CC=CC=C2)O